C(C)C(C(=O)O)CCCCCCC.C(CCCCCCCC)(=O)OCC ethyl nonanoate (ETHYL PELARGONATE)